5-(2-aminopyrimidin-5-yl)picolinic Acid NC1=NC=C(C=N1)C=1C=CC(=NC1)C(=O)O